(S)-2-hydroxy-2-phenylacetyl-hydrazine O[C@H](C(=O)NN)C1=CC=CC=C1